N1(NN(CC(C1)CCO)CCO)CCO Triazine-1,3,5(2H,4H,6H)-Triethanol